5-(2-ethoxy-3-pyridinyl)-1-isopropyl-3-methyl-N-[(5-methyl-1H-1,2,4-triazol-3-yl)methyl]pyrazolo[4,3-b]pyridin-7-amine C(C)OC1=NC=CC=C1C1=CC(=C2C(=N1)C(=NN2C(C)C)C)NCC2=NNC(=N2)C